2-chloro-4-methyl-8-(oxetan-3-yloxy)-1,5-naphthyridine ClC1=NC2=C(C=CN=C2C(=C1)C)OC1COC1